COC1=CC=C(C=C1)C=1C=C2C(=NC1)NC(N2CC(=O)N2CCOCC2)=O 6-(4-methoxyphenyl)-1-(2-morpholino-2-oxo-ethyl)-3H-imidazo[4,5-b]pyridin-2-one